piperidin-4-yl 2-bromoacetate BrCC(=O)OC1CCNCC1